3-(4-(aminomethyl)phenyl)-6-((1-(2-fluoro-4-(pyrrolidin-1-yl)benzyl)-4-hydroxypiperidin-4-yl)methyl)-2-methyl-2,6-dihydro-7H-pyrazolo[4,3-d]pyrimidin-7-one dihydrochloride Cl.Cl.NCC1=CC=C(C=C1)C=1N(N=C2C1N=CN(C2=O)CC2(CCN(CC2)CC2=C(C=C(C=C2)N2CCCC2)F)O)C